N[C@H]1[C@@H](C1)OC1=CC=C(C=C1)C1=CC=C(C=C1)/C=C/[C@@H](CO)N1C(=NC=C1)[C@H](C)O (S,E)-4-(4'-((1R,2R)-2-aminocyclopropoxy)-[1,1'-biphenyl]-4-yl)-2-(2-((S)-1-hydroxyethyl)-1H-imidazol-1-yl)but-3-en-1-ol